SC=1OC(=NN1)C(C1=CC=CC=C1)O 2-mercapto-5-(alpha-hydroxybenzyl)-1,3,4-oxadiazole